NC1=C2C(=NC=N1)N(N=C2C#CC=2C=C1C=NN(C1=CC2)CC)[C@H]2C[C@@H](N(C2)C(C=C)=O)COC 1-[(2R,4S)-4-[4-amino-3-[2-(1-ethylindazol-5-yl)ethynyl]pyrazolo[3,4-d]pyrimidin-1-yl]-2-(methoxymethyl)pyrrolidin-1-yl]prop-2-en-1-one